6-((4-(2,6-dioxopiperidin-3-yl)-3,5-difluorophenyl)amino)spiro[3.3]heptane-2-carboxylic acid O=C1NC(CCC1C1=C(C=C(C=C1F)NC1CC2(CC(C2)C(=O)O)C1)F)=O